NCC1(CCN(CC1)C=1N=CC(=NC1)SC=1C(=C(C(=O)NS(=O)(=O)C2=CC=NC=C2)C=CC1)Cl)C 3-((5-(4-(Aminomethyl)-4-methylpiperidin-1-yl)pyrazin-2-yl)thio)-2-chloro-N-(pyridin-4-ylsulfonyl)benzamide